tris(1,10-phenanthroline) ruthenium (II) hexafluorophosphate F[P-](F)(F)(F)(F)F.[Ru+2].N1=CC=CC2=CC=C3C=CC=NC3=C12.N1=CC=CC2=CC=C3C=CC=NC3=C12.N1=CC=CC2=CC=C3C=CC=NC3=C12.F[P-](F)(F)(F)(F)F